C[C@H](C(=O)OC1C=CC(C=C1)(CC(=O)C(=O)O)C(=O)O)O The molecule is a carboxylic acid having D-lactic acid as the carboxylic acid component and a 3-hydroxycyclohexa-1,4-diene as the alcohol component. It is an oxo dicarboxylic acid and a lactate ester. It derives from a (R)-lactic acid.